6-(1-(1-(1-acryloyl-3-methylazetidine-3-carbonyl)piperidin-4-yl)-5-methyl-1H-pyrazol-4-yl)-4-methoxypyrazolo[1,5-a]pyridine-3-carbonitrile C(C=C)(=O)N1CC(C1)(C(=O)N1CCC(CC1)N1N=CC(=C1C)C=1C=C(C=2N(C1)N=CC2C#N)OC)C